(R)-1-(4-(4-amino-6-(6-ethynyl-4-methylpyridin-3-yl)-7-methyl-7H-pyrrolo[2,3-d]pyrimidin-5-yl)cyclohex-3-ene-1-carbonyl)pyrrolidin-2-one NC=1C2=C(N=CN1)N(C(=C2C2=CC[C@@H](CC2)C(=O)N2C(CCC2)=O)C=2C=NC(=CC2C)C#C)C